NC1(CCN(CC1)C1=NC(=C2C(=N1)NN=C2C=2C(=C1C(=NN(C1=CC2)C)Cl)Cl)C(=O)N)C 6-(4-amino-4-methylpiperidin-1-yl)-3-(3,4-dichloro-1-methyl-1H-Indazol-5-yl)-1H-pyrazolo[3,4-d]pyrimidine-4-carboxamide